ClC1=CNC2=NC=C(C=C21)C=2C=C1N(N2)CCC12CCN(CC2)C(=O)NC 2'-(3-chloro-1H-pyrrolo[2,3-b]pyridin-5-yl)-N-methyl-5',6'-dihydrospiro[piperidine-4,4'-pyrrolo[1,2-b]pyrazole]-1-carboxamide